(1S,3S)-N1,N1-dimethylcyclopentane-1,3-diamine CN([C@@H]1C[C@H](CC1)N)C